BrC1=C2C=C(N(C2=CC=C1)CC(F)(F)F)C(=O)NNC(CNC(OCC1=CC=CC=C1)=O)=O benzyl (2-(2-(4-bromo-1-(2,2,2-trifluoroethyl)-1H-indole-2-carbonyl)hydrazinyl)-2-oxoethyl)carbamate